Cl.Cl.O[C@@H]1C[C@H](NC1)C=O ((2S,4R)-4-hydroxypyrrolidin-2-yl)methanone dihydrochloride